butyl 5-(isopropoxycarbonylamino)piperidine-1,2-dicarboxylate C(C)(C)OC(=O)NC1CCC(N(C1)C(=O)OCCCC)C(=O)[O-]